tert-butyl (R)-2-(((4-(5-(4-(2-chloro-6-methylbenzamido)-4-methylpiperidin-1-yl)pyrazin-2-yl)-3-cyanopyrazolo[1,5-a]pyridin-6-yl)oxy)methyl)morpholine-4-carboxylate ClC1=C(C(=O)NC2(CCN(CC2)C=2N=CC(=NC2)C=2C=3N(C=C(C2)OC[C@H]2CN(CCO2)C(=O)OC(C)(C)C)N=CC3C#N)C)C(=CC=C1)C